C(#N)C=1C(=NC(=C(C1)F)C=1C=NN2C1N=C(C(=C2)OC)C2CC2)N[C@H]2CN(CC[C@@H]2F)C(=O)OC(C)(C)C tert-butyl (3S,4S)-3-((3-cyano-6-(5-cyclopropyl-6-methoxypyrazolo[1,5-a]pyrimidin-3-yl)-5-fluoropyridin-2-yl)amino)-4-fluoropiperidine-1-carboxylate